1-(2-amino-4,6-difluorophenyl)-N-methylpiperidine-4-carboxamide NC1=C(C(=CC(=C1)F)F)N1CCC(CC1)C(=O)NC